12-methacryloyl-oxydodecyl-pyridinium bromide [Br-].C(C(=C)C)(=O)OCCCCCCCCCCCC[N+]1=CC=CC=C1